ClC1=CC=C(OC2=CC(=C(C=C2)C(CN2N=CN=C2)(CC)O)C(F)(F)F)C=C1 2-[4-(4-chlorophenoxy)-2-(trifluoromethyl)-phenyl]-1-(1H-1,2,4-triazol-1-yl)butan-2-ol